(cis)-3-chloro-5-(4-(trifluoromethyl)phenyl)-6,6a,7,8,9,10-hexahydro-5H-dipyrido[1,2-a:3',2'-e]pyrazine-8-carboxylic acid ClC1=CC=2N(C[C@H]3N(C2N=C1)CC[C@@H](C3)C(=O)O)C3=CC=C(C=C3)C(F)(F)F